N-[3-[[4-[[2-(6-methyl-2-pyridyl)pyrimidin-4-yl]amino]pyrimidin-2-yl]amino]phenyl]piperidine-4-carboxamide CC1=CC=CC(=N1)C1=NC=CC(=N1)NC1=NC(=NC=C1)NC=1C=C(C=CC1)NC(=O)C1CCNCC1